C[C@@H](C=O)O The molecule is a lactaldehyde. It has a role as a Saccharomyces cerevisiae metabolite, an Escherichia coli metabolite and a human metabolite.